N-[(1S)-1-(dicyclopropyl-methyl)-2-[[5-(2,5-dimethyl-1-oxido-pyridin-1-ium-3-yl)-6-fluoro-2-pyridyl]amino]-2-oxo-ethyl]-2-(2,2-difluoropropyl)pyrazole-3-carboxamide C1(CC1)C([C@@H](C(=O)NC1=NC(=C(C=C1)C=1C(=[N+](C=C(C1)C)[O-])C)F)NC(=O)C=1N(N=CC1)CC(C)(F)F)C1CC1